N-(2-methoxy-5-methyl-4-(4-methylpiperazin-1-yl)phenyl)pyrimidine-2,4-diamine COC1=C(C=C(C(=C1)N1CCN(CC1)C)C)NC1=NC=CC(=N1)N